C[C@@H]1C(OB(OC([C@@H](O1)C)=O)[C@H](CC(C)C)NC([C@H](CC1=CC=CC=C1)NC(=O)C1=NC=CN=C1)=O)=O N-((S)-1-(((R)-1-((5R,7S)-5,7-dimethyl-4,8-dioxo-1,3,6,2-trioxaborocan-2-yl)-3-methylbutyl)amino)-1-oxo-3-phenylpropan-2-yl)pyrazine-2-carboxamide